ClC1=C(C=C(C=2N1C(=NC2)C)C2=C(C(=O)N(C(C)C)CC)C=C(C=C2)F)N2CCN(CC2)C(=O)[C@H]2NCCC2 2-(5-chloro-3-methyl-6-{4-[(2S)-pyrrolidine-2-carbonyl]piperazin-1-yl}imidazo[1,5-a]pyridin-8-yl)-N-ethyl-5-fluoro-N-(isopropyl)benzamide